2-[(4-chlorophenyl)imino]tetrahydro-4-oxo-3-(2-tricyclo[3.3.1.13,7]decyl-1-ethyl)-2H-1,3-thiazin-6-carboxylic acid ClC1=CC=C(C=C1)N=C1SC(CC(N1CCC12CC3CC(CC(C1)C3)C2)=O)C(=O)O